BrC=1C=C2N=C(C(NC2=CC1Br)=O)C(F)F 6,7-dibromo-3-difluoromethyl-quinoxalinone